[Co].[Al] aluminum cobalt salt